3-methyl-3-nitro-butyric acid methyl ester COC(CC(C)([N+](=O)[O-])C)=O